2-{2-chloro-4-(trifluoromethyl)phenyl}-1,1-dimethyl-3-[1-{1-(pyrimidin-2-yl)-1H-1,2,4-triazol-5-yl}ethyl]guanidine ClC1=C(C=CC(=C1)C(F)(F)F)N=C(N(C)C)NC(C)C1=NC=NN1C1=NC=CC=N1